ClC1=NC(=CN=C1)Cl 2,6-dichloropyrazin